C(C)(C)(C)OC(=O)C=1C(=NC(=CC1)N1N=C(C=C1)OCCC(C1CC1)C1CC1)Cl 2-chloro-6-[3-(3,3-dicyclopropylpropyloxy)pyrazol-1-yl]pyridine-3-carboxylic acid tert-butyl ester